C(C)C1=NC=CN=C1CC 2,3-diethyl-pyrazine